(R)-2-(2-aminopyrimidin-5-yl)-5-(3-fluoro-5-hydroxy-2,6-dimethylphenyl)-1H-pyrrolo[2,3-b]pyridine-4-carbonitrile NC1=NC=C(C=N1)C1=CC2=C(N=CC(=C2C#N)C2=C(C(=CC(=C2C)O)F)C)N1